F[B-](F)(F)F.C(C)(C)C1=C(C(=CC=C1)C(C)C)N1C(N(C=C1)C1=C(C=CC=C1C(C)C)C(C)C)=[Au+] 1,3-bis(2,6-diisopropylphenyl)imidazol-2-ylidenegold tetrafluoroborate